C(#N)C1=CC(=C(CNC(=O)C2CCN(CC2)CC2=CC=C(C=C2)OC)C=C1)C(F)(F)F N-(4-cyano-2-(trifluoromethyl)benzyl)-1-(4-methoxybenzyl)piperidine-4-carboxamide